O.O.[Co](Cl)Cl cobaltous chloride dihydrate